C(C1=CC=CC=C1)S(=O)(=O)NC(=O)C1CCN(CC1)C1=NC(=C(C(=O)OCC)C=C1C#N)C Ethyl 6-(4-((Benzylsulfonyl)carbamoyl)piperidin-1-yl)-5-cyano-2-methylnicotinate